C(C)N1N=C(C=C1N1C[C@@H](CC1)O)O 1-Ethyl-5-[(3R)-3-hydroxypyrrolidin-1-yl]pyrazolol